N-[2-[4-[[3-(4-chlorophenyl)-2-propyn-1-yl]oxy]-3-methoxyphenyl]-ethyl]-3-methyl-2-[(ethylsulfonyl)amino]butanamide ClC1=CC=C(C=C1)C#CCOC1=C(C=C(C=C1)CCNC(C(C(C)C)NS(=O)(=O)CC)=O)OC